COCCS(=O)(=O)C1=CC=C(C=C1)N1N=C2C(=N1)C=CC(=C2)N 2-[4-(2-methoxyethylsulfonyl)phenyl]benzotriazol-5-amine